tert-Butyl 4-(5-methoxy-4-nitro-2-(1H-pyrazol-4-yl)phenyl)piperazine-1-carboxylate COC=1C(=CC(=C(C1)N1CCN(CC1)C(=O)OC(C)(C)C)C=1C=NNC1)[N+](=O)[O-]